N-(2-ethyl-4-(2-fluoro-4-methoxyphenoxy)phenyl)quinolin-2-amine C(C)C1=C(C=CC(=C1)OC1=C(C=C(C=C1)OC)F)NC1=NC2=CC=CC=C2C=C1